C(C)(C)(C)C1=NOC(=C1)NC(NC1=C(C=C(OC2=CC(=NC=C2)NC(OCC)=O)C=C1)SC)=O ethyl (4-(4-(3-(3-(tert-butyl)isoxazol-5-yl)ureido)-3-(methylthio)phenoxy)pyridin-2-yl)carbamate